N-(5-(1-ethoxyvinyl)-6-fluoropyridin-2-yl-3,4-d2)acetamide C(C)OC(=C)C=1C(=C(C(=NC1F)NC(C)=O)[2H])[2H]